N-[(6-chloropyridin-3-yl)methyl]-N-methyl-2-[1-[(4-methylphenyl)methyl]-5-oxopyrrolidin-2-yl]acetamide ClC1=CC=C(C=N1)CN(C(CC1N(C(CC1)=O)CC1=CC=C(C=C1)C)=O)C